C1(=CC=CC=C1)C1=NC2=C(N1)C=CC(=C2)S(=O)(=O)[O-] 2-phenyl-1H-benzimidazole-5-sulphonate